2-benzhydryl-pyridine C(C1=CC=CC=C1)(C1=CC=CC=C1)C1=NC=CC=C1